6-Chloro-5-(2,6-difluorophenyl)-7-methyl-1-(tritritiomethyl)-3H-1,4-benzodiazepin-2-one ClC1=C(C=CC2=C1C(=NCC(N2C([3H])([3H])[3H])=O)C2=C(C=CC=C2F)F)C